4-(4-(2-(4,4-difluorocyclohexyl)-6-methylpyrimidin-4-yl)-1H-pyrazol-1-yl)-3-(6-azaspiro[2.5]oct-6-yl)aniline FC1(CCC(CC1)C1=NC(=CC(=N1)C=1C=NN(C1)C1=C(C=C(N)C=C1)N1CCC2(CC2)CC1)C)F